CC1(CN(CC1)CC(=O)NCC1=CC=C(C=C1)CCNC(=O)C1=NNC(=C1)OCC)C N-[2-(4-{[2-(3,3-dimethylpyrrolidin-1-yl)acetamido]methyl}phenyl)ethyl]-5-ethoxy-1H-pyrazole-3-carboxamide